3-(3-(4-(5-(difluoromethyl)-1,3,4-oxadiazol-2-yl)-2-oxopyridin-1(2H)-yl)prop-1-yn-1-yl)benzonitrile FC(C1=NN=C(O1)C1=CC(N(C=C1)CC#CC=1C=C(C#N)C=CC1)=O)F